C1(CCCCC1)CNC(=O)C=1OC2=C(C=CC=C2C(C1)=O)O N-(cyclohexylmethyl)-8-hydroxy-4-oxo-chromene-2-carboxamide